Di-tert-butyl-(2',4',6'-triisopropyl-3,6-dimethoxy-[1,1'-biphenyl]-2-yl)phosphane C(C)(C)(C)P(C1=C(C(=CC=C1OC)OC)C1=C(C=C(C=C1C(C)C)C(C)C)C(C)C)C(C)(C)C